NC=1C(=NC(=CC1)C1=CC2=C(C(=CC=C2C=C1)OC)NCC(=C)C#N)C(=O)NC 3-amino-6-{8-[(2-cyano-2-methylideneethyl)amino]-7-methoxynaphthalen-2-yl}-N-methylpyridine-2-carboxamide